FC(C=1C(=C(C=CC1)[C@@H](C)NC=1C2=C(N=C(N1)C)C=NC(=C2)F)F)F N-{(1R)-1-[3-(difluoromethyl)-2-fluorophenyl]ethyl}-6-fluoro-2-methylpyrido[3,4-d]pyrimidin-4-amine